C(C)(C)(C)OC(=O)N1CCC(=CC1)C1=CC2=C(N(C(N2C)=O)COCC[Si](C)(C)C)C=C1F Tert-butyl-4-(6-fluoro-3-methyl-2-oxo-1-((2-(trimethylsilyl)ethoxy)methyl)-2,3-dihydro-1H-benzo[d]imidazol-5-yl)-3,6-dihydropyridine-1(2H)-carboxylate